FC(C1CN(CCC1)C1=C(C=C(C(=O)NC2=C(C=C(C=C2)F)CC(=O)O)C=C1)NC(=O)C1=NN(C2=CC=CC=C12)CC(F)(F)F)F 2-(2-(4-(3-(difluoromethyl)piperidin-1-yl)-3-(1-(2,2,2-trifluoroethyl)-1H-indazole-3-carboxamido)benzamido)-5-fluorophenyl)acetic acid